benzofuran-2-yl-(thien-2-yl)methanone zirconium tetra(n-propylacetoacetate) C(CC)CC(CC(=O)[O-])=O.C(CC)CC(CC(=O)[O-])=O.C(CC)CC(CC(=O)[O-])=O.C(CC)CC(CC(=O)[O-])=O.[Zr+4].O1C(=CC2=C1C=CC=C2)C(=O)C=2SC=CC2